C1=CC=CC=2C3=CC=CC=C3N(C12)C1=CC=CC=2OC3=C(C21)C=CC(=C3)N(C3=CC=C(C(=C3)C3=CC=CC=C3)C3=CC=C(C=C3)C3=CC=CC=C3)C3=CC=C(C=C3)C3=CC=CC=C3 N-(1-(9H-carbazol-9-yl)dibenzofuran-7-yl)-N-([1,1'-biphenyl]-4-yl)-[1,1':2',1'':4'',1'''-quaterphenyl]-5'-amine